N-(4-nitrophenyl)-4-(pyridin-2-yl)piperazine-1-thiocarboxamide [N+](=O)([O-])C1=CC=C(C=C1)NC(=S)N1CCN(CC1)C1=NC=CC=C1